(S)-8-(3-(3-Chloro-2-(4-methoxybenzylamino)pyridin-4-yl)-1H-pyrazolo[3,4-b]pyrazin-6-yl)-N-((R)-1-(4-methoxyphenyl)ethyl)-2-oxa-8-azaspiro[4.5]decan-4-amine ClC=1C(=NC=CC1C1=NNC2=NC(=CN=C21)N2CCC1([C@@H](COC1)N[C@H](C)C1=CC=C(C=C1)OC)CC2)NCC2=CC=C(C=C2)OC